(2S)-2-(1,3-benzothiazol-2-ylamino)-4-[(2S)-2-ethyl-1-piperidyl]-N-[(1S)-1-(4-fluoro-1H-benzimidazol-2-yl)ethyl]-4-oxo-butanamide S1C(=NC2=C1C=CC=C2)N[C@H](C(=O)N[C@@H](C)C2=NC1=C(N2)C=CC=C1F)CC(=O)N1[C@H](CCCC1)CC